1,1-difluoro-2-methyl-propan-2-amine hydrochloride Cl.FC(C(C)(N)C)F